The molecule is a GDP-sugar having beta-L-colitose as the sugar fragment. It derives from a colitose. It is a conjugate acid of a GDP-beta-L-colitose(2-). C[C@H]1[C@H](C[C@@H]([C@H](O1)OP(=O)(O)OP(=O)(O)OC[C@@H]2[C@H]([C@H]([C@@H](O2)N3C=NC4=C3N=C(NC4=O)N)O)O)O)O